4-(3-(Piperidin-4-oxy)propyl)piperidine-1-carboxylate N1CCC(CC1)OCCCC1CCN(CC1)C(=O)[O-]